3-(thiazol-4-yl)benzo[b]thiophene 1,1-dioxide S1C=NC(=C1)C=1C2=C(S(C1)(=O)=O)C=CC=C2